BrCC1(CC1)S(=O)(=O)C1(COC1)CO[Si](C(C)C)(C(C)C)C(C)C ((3-((1-(bromomethyl)cyclopropyl)sulfonyl)oxetan-3-yl)methoxy)triisopropylsilane